(methylamino)benzene-1-sulfonamide CNC1=C(C=CC=C1)S(=O)(=O)N